C(C1=CC=CC=C1)N1N=CC(=C1)C=1C(=CC(N(C1)C)=O)N1C[C@@H](CC1)NS(=O)(=O)C (R)-N-(1-(5-(1-benzyl-1H-pyrazol-4-yl)-1-methyl-2-oxo-1,2-dihydropyridin-4-yl)pyrrolidin-3-yl)methanesulfonamide